C(C)(C)(C)N(C(O)=O)C1=CC=C(C=C1)C=1N=C(N(C1)C)C(NC1=CC=CC=C1)=O.C1(=CC=CC2=CC3=CC4=CC5=CC6=CC=CC=C6C=C5C=C4C=C3C=C12)NC1CCC(CC1)=O 4-(hexacenylamino)cyclohexanone tert-Butyl-(4-(1-methyl-2-(phenylcarbamoyl)-1H-imidazol-4-yl)phenyl)carbamate